ClC1=CC=CC(=N1)C1=NC=2C=CC3=C(C2C=C1)C1=C(S3)C(N[C@@H](CN1)C)=O (R)-3-(6-chloropyridin-2-yl)-10-methyl-9,10,11,12-tetrahydro-8H-[1,4]diazepino[5',6':4,5]thieno[3,2-f]quinolin-8-one